FC1=C(C=CC=C1I)C(C)=O 1-(2-fluoro-3-iodophenyl)ethan-1-one